N1N=C(C=C1)C=1C=CC=2C3=C(C(=NC2C1)N)N=CN3 7-(1H-pyrazol-3-yl)-1H-imidazo[4,5-c]Quinolin-4-amine